NC1CCC(CC1)OC=1C=CC(=NC1)NC=1N=CC2=C(N1)N(C(C(=C2)C2=C(C=CC=C2Cl)Cl)=O)C 2-[[5-(4-aminocyclohexoxy)-2-pyridyl]amino]-6-(2,6-dichlorophenyl)-8-methyl-pyrido[2,3-d]pyrimidin-7-one